ClC=1C=C2C(=CC(=C(C2=CC1)OC(C(=C)C)=O)OC)OC 6-chloro-2-methoxy-4-methoxy-1-methacryloyloxynaphthalene